tert-butyl (4-(1-(trifluoromethyl)cyclopropyl)pyridin-2-yl)carbamate FC(C1(CC1)C1=CC(=NC=C1)NC(OC(C)(C)C)=O)(F)F